(4-dimethylaminobenzoyl)oxyethylen CN(C1=CC=C(C(=O)OC=C)C=C1)C